ClC1=C(C=CC(=C1)Cl)CN1C(CCC1=O)CC(=O)NCCOC 2-[1-[(2,4-dichlorophenyl)methyl]-5-oxopyrrolidin-2-yl]-N-(2-methoxyethyl)acetamid